C1(CC(C(CC1)C(C)C)OC(C=1C(N)=CC=CC1)=O)C.COC1=CC=C(C=CC(=O)OCCC(C)C)C=C1 Isoamyl p-Methoxycinnamate Menthyl-Anthranilate